C(C)(C)(C)OC(=O)N1CC2(N(C=3C(=NN=C(C3)Cl)NC2=O)CC1)C.C(C1=CC=CC=C1)OC1=NC(=NC(=C1OCC1=CC=CC=C1)CI)[2H] 4,5-bis(benzyloxy)-6-(iodomethyl)Pyrimidine-2-d tert-butyl-2-chloro-6a-methyl-6-oxo-5,6,6a,7,9,10-hexahydro-8H-pyrazino[1',2':4,5]pyrazino[2,3-c]pyridazine-8-carboxylate